2,4-Dichloro-N-methylpyrimidine-5-carboxamide ClC1=NC=C(C(=N1)Cl)C(=O)NC